N[C@H]1CN(CCC1)C(=O)C1=CC2=C(N(C(=N2)C2=CC=3C(=NC(=CC3)N(S(=O)(=O)C)C3CCC3)N2CC2CC2)C)C(=C1)OC (R)-N-(2-(5-(3-aminopiperidine-1-carbonyl)-7-methoxy-1-methyl-1H-benzo[d]imidazol-2-yl)-1-(cyclopropylmethyl)-1H-pyrrolo[2,3-b]pyridin-6-yl)-N-cyclobutylmethanesulfonamide